tert-butyl (S)-3-((2-bromo-4-(N-(2,4-dimethoxybenzyl)-N-(6-fluoropyridin-2-yl)sulfamoyl)-3,5-difluorophenyl)amino)pyrrolidine-1-carboxylate BrC1=C(C=C(C(=C1F)S(N(C1=NC(=CC=C1)F)CC1=C(C=C(C=C1)OC)OC)(=O)=O)F)N[C@@H]1CN(CC1)C(=O)OC(C)(C)C